NCC1OC2=C(OC1)C=CC(=C2N2CCNCC2)CN 3,6-bis(aminomethyl)-5-(piperazin-1-yl)-2,3-dihydro-1,4-benzodioxine